BrC1=CC=CC(=N1)NS(=O)(=O)C1CC1 N-(6-bromopyridin-2-yl)cyclopropanesulfonamide